6-pentyl-pyran-2,4-dione C(CCCC)C1=CC(CC(O1)=O)=O